FC1=C(C(=CC(=C1)C1=NO[C@H](C1)CO)F)C1=CC=C(C=C1)S(=O)(=O)C1CN(C1)C {(5R)-3-[2,6-Difluoro-4'-(1-methylazetidine-3-sulfonyl)[1,1'-biphenyl]-4-yl]-4,5-dihydro-1,2-oxazol-5-yl}methanol